(±)-2-[2-[4-[(4-chlorophenyl)benzyl]-1-piperazinyl]ethoxy]acetic acid dihydrochloride Cl.Cl.ClC1=CC=C(C=C1)[C@@H](C1=CC=CC=C1)N1CCN(CC1)CCOCC(=O)O |r|